C(#N)N1CC=2N(N=CC2C1)C=1C=CC(=C(C(=O)NC)C1)OC 5-(5-cyano-5,6-dihydropyrrolo[3,4-c]pyrazol-1(4H)-yl)-2-methoxy-N-methylbenzamide